ClC1=CC=C(C=C1)C1=CC=CC=C1 4-chloro-1,1'-biphenyl